(S)-methyl-(4-methyl-1-(2-(3-(methylamino)-3-oxo-propyl)hydrazino)-1-oxo-pentan-2-yl)carbamic acid tert-butyl ester C(C)(C)(C)OC(N([C@H](C(=O)NNCCC(=O)NC)CC(C)C)C)=O